3-(5-(1-(2-(4-(((R)-3-(4-amino-3-(4-phenoxyphenyl)-1H-pyrazolo[3,4-d]pyrimidin-1-yl)piperidin-1-yl)methyl)piperidin-1-yl)ethyl)piperidin-4-yl)-1-oxoisoindolin-2-yl)piperidine-2,6-dione NC1=C2C(=NC=N1)N(N=C2C2=CC=C(C=C2)OC2=CC=CC=C2)[C@H]2CN(CCC2)CC2CCN(CC2)CCN2CCC(CC2)C=2C=C1CN(C(C1=CC2)=O)C2C(NC(CC2)=O)=O